FC=1C=C(C=C(C1)F)[C@H]1N(OCC1)C(=O)[C@@H]1CC[C@H](CC1)CO [(3S)-3-(3,5-difluorophenyl)isoxazolidin-2-yl]-[trans-4-(hydroxymethyl)cyclohexyl]methanone